C(N)(=O)C1=NC=C(C=N1)CCC(=O)[O-] 3-(2-carbamoylpyrimidin-5-yl)propanoate